OCC1CCC(CC1)C1=CC2=C(N(C(N2C)=O)C2C(NC(CC2)=O)=O)C=C1 3-[5-[4-(hydroxymethyl)cyclohexyl]-3-methyl-2-oxo-benzimidazol-1-yl]piperidine-2,6-dione